5-fluoro-2-[(oxetan-4-ylsulfanyl)methyl]-3H-quinazolin-4-one FC1=C2C(NC(=NC2=CC=C1)CSC1CCO1)=O